4-(5-bromooxazolo[4,5-b]pyridin-2-yl)-N-methyltetrahydro-2H-pyran-4-amine BrC1=CC=C2C(=N1)N=C(O2)C2(CCOCC2)NC